NC1=C(C(=O)O)C=C(C=C1)OCCOC1=CC(=C(C=C1)N)C(=O)O 2-amino-5-[2-(4-amino-3-carboxyphenoxy)ethoxy]benzoic acid